4-phenylpiperidinetriethylamine C1(=CC=CC=C1)C1CC(N(CC1)CCN)(CCN)CCN